COC1=C(C=C(C=C1)OC1=NC=C(C=C1)C(F)(F)F)NC(=O)[C@H]1N(C(OC1)=O)C (S)-N-(2-Methoxy-5-((5-(trifluoromethyl)pyridin-2-yl)oxy)phenyl)-3-methyl-2-oxooxazolidine-4-carboxamide